2-(1H-benzo[d][1,2,3]triazol-1-yl)ethan-1-ol N1(N=NC2=C1C=CC=C2)CCO